tert-butyl (2R,5S)-4-(3-ethyl-8-formyl-9-methyl-2-oxo-3,9-dihydro-2H-purin-6-yl)-2,5-dimethylpiperazine-1-carboxylate C(C)N1C(N=C(C=2N=C(N(C12)C)C=O)N1C[C@H](N(C[C@@H]1C)C(=O)OC(C)(C)C)C)=O